2-[2-methoxy-4-(trifluoromethyl)benzoyl]-1-(2-trimethylsilylethoxymethyl)pyrrole-3-carboxylic acid methyl ester COC(=O)C1=C(N(C=C1)COCC[Si](C)(C)C)C(C1=C(C=C(C=C1)C(F)(F)F)OC)=O